[PH2]([O-])=O.C[Al+]C dimethyl-aluminum phosphinate